[Cl-].C(C=C)(=O)OCC[N+](C)(C)C (acryloyloxyethyl)trimethylammonium chloride